[(1S)-1-(3-chlorophenyl)-2-hydroxyethyl]-4-[5-chloro-2-(propan-2-ylamino)pyridin-4-yl]-1H-pyrrole-2-carboxamide ClC=1C=C(C=CC1)[C@@H](CO)N1C(=CC(=C1)C1=CC(=NC=C1Cl)NC(C)C)C(=O)N